4-ethoxy-3-formylbenzo[b]thiophene-2-carboxylic acid ethyl ester C(C)OC(=O)C1=C(C2=C(S1)C=CC=C2OCC)C=O